C1(CC1)CN(CCC1=CNC2=NC=C(C=C21)F)C N-(cyclopropylmethyl)-2-(5-fluoro-1H-pyrrolo[2,3-b]pyridin-3-yl)-N-methylethan-1-amine